(1s,3s)-3-[3-amino-4-(7-fluoro-1H-indazol-4-yl)-2-oxo-1H-1,7-phenanthroline-6-yl]cyclobutane-1-carbonitrile NC=1C(NC2=C3C=CC=NC3=C(C=C2C1C1=C2C=NNC2=C(C=C1)F)C1CC(C1)C#N)=O